COC(C(CC\C=C(\CCC=C(C)C)/C)C)=O.FC1(CCC(CC1)C(C)=O)F 1-(4,4-difluorocyclohexyl)ethan-1-one Methyl-(E)-2,6,10-trimethyl-5,9-undecadienoate